[I-].C(C1=CC=CC=C1)(=O)OC1=C(C=CC=C1)CC(=O)OC(CC)[N+]1(CCC=C(C1)C1=NSN=C1OCCCCCC)C 1-(1-(2-(2-(Benzoyloxy)phenyl)acetoxy)propyl)-5-(4-(hexyloxy)-1,2,5-thiadiazol-3-yl)-1-methyl-1,2,3,6-tetrahydropyridin-1-ium iodide